N-methoxy-N-methyl-8-nitro-2-oxo-3,4-dihydro-1H-quinoline-6-carboxamide CON(C(=O)C=1C=C2CCC(NC2=C(C1)[N+](=O)[O-])=O)C